2-hydroxy-2-sulfinato-acetic acid disodium salt [Na+].[Na+].OC(C(=O)O)S(=O)[O-].OC(C(=O)O)S(=O)[O-]